CC=1C=C(CN2C(N(CCC2=O)C=2C=NN3C2C=C(C=C3)C[C@H]3C[C@@H](NCC3)C)=O)C=CC1C 3-(3,4-dimethylbenzyl)-1-(5-(((2S,4R)-2-methylpiperidin-4-yl)methyl)pyrazolo[1,5-a]pyridin-3-yl)dihydropyrimidine-2,4(1H,3H)-dione